2-(3'',5',5''-tri-tert-butyl-1,1':3',1''-terphenyl-5-yl)-4,6-diphenyl-1,3,5-triazine C(C)(C)(C)C=1C=C(C=C(C1)C(C)(C)C)C=1C=C(C=C(C1)C(C)(C)C)C1=CC=CC(=C1)C1=NC(=NC(=N1)C1=CC=CC=C1)C1=CC=CC=C1